COC1=CC=C(C=C1)C(C)(C)C=1N=C(SC1)NC(NCCCS(=O)(=O)N)=O 3-(3-(4-(2-(4-methoxy-phenyl)propan-2-yl)-thiazol-2-yl)ureido)-propane-1-sulfonamide